(2-(2-chloro-4-fluorophenyl)acetyl)-L-proline ClC1=C(C=CC(=C1)F)CC(=O)N1[C@@H](CCC1)C(=O)O